C(C)(C)(C)OC(NS(NCC1=CC=C(C=C1)C1=NN(C(C2=CC=CC=C12)=O)CC)(=O)=O)=O (N-(4-(3-ethyl-4-oxo-3,4-dihydrophthalazin-1-yl)benzyl)sulfamoyl)carbamic acid tert-butyl ester